C(C)(C)(C)[C@@H]1CC=2C=C3C(=NC2CC1)SC(=N3)C(=O)N[C@H](CCN3CCC(CC3)O)C3=CC=C(C=C3)C3=CC(NC(N3)=O)=O (7S)-7-tert-butyl-N-[(1R)-1-[4-(2,4-dioxo-1H-pyrimidin-6-yl)phenyl]-3-(4-hydroxy-1-piperidyl)propyl]-5,6,7,8-tetrahydrothiazolo[5,4-b]quinoline-2-carboxamide